BrC=1C=CC=C2C(N(C(=NC12)Cl)C)=O 8-bromo-2-chloro-3-methylquinazolin-4(3H)-one